(3S)-3-methyl-4-(5-(5-methylpiperidin-2-yl)benzo[d]thiazol-2-yl)morpholine C[C@@H]1N(CCOC1)C=1SC2=C(N1)C=C(C=C2)C2NCC(CC2)C